C(CCC)C1=C(C=CC(=C1)CC)O Butyl-4-ethylphenol